[Na+].C(C=C)(=O)NC(CS(=O)(=O)[O-])(C)C (2-acrylamido-2-methyl-propanesulfonate) sodium salt